C1=C(C=CC2=CC3=CC4=CC=CC=C4C=C3C=C12)C(=O)N tetracene-2-carboxamide